2-(4,4-difluorocyclohexyl)-4-(2,5-difluorophenyl)-N-(2-isopropoxypyrimidin-5-yl)nicotinamide FC1(CCC(CC1)C1=C(C(=O)NC=2C=NC(=NC2)OC(C)C)C(=CC=N1)C1=C(C=CC(=C1)F)F)F